3-(8-(4-methoxy-1,6-dimethyl-2-oxo-1,2-dihydropyridin-3-yl)chroman-5-yl)propanoic acid COC1=C(C(N(C(=C1)C)C)=O)C=1C=CC(=C2CCCOC12)CCC(=O)O